NCC1CN(CC1)C1=NC(=NC=C1CNCCO)C1=CC(=C(C=C1)Cl)C(F)(F)F 2-[[4-[3-(aminomethyl)pyrrolidin-1-yl]-2-[4-chloro-3-(trifluoromethyl)phenyl]pyrimidin-5-yl]methylamino]ethanol